1-(4-(4-(2H-tetrazol-5-yl)benzyl)piperazin-1-yl)-3-(3,5-dimethyl-1-(3-methyl-[1,2,4]triazolo[4,3-b]pyridazin-6-yl)-1H-pyrazol-4-yl)propan-1-one N=1NN=NC1C1=CC=C(CN2CCN(CC2)C(CCC=2C(=NN(C2C)C=2C=CC=3N(N2)C(=NN3)C)C)=O)C=C1